9,9-dimethyl-spiro[4.5]dec-2-en CC1(CCCC2(CC=CC2)C1)C